S-(trityl)-D-cysteine methyl ester COC([C@H](N)CSC(C1=CC=CC=C1)(C1=CC=CC=C1)C1=CC=CC=C1)=O